NC1=NC=C(C2=C1COC2)NC(C(=O)N2C(CC[C@H](C2)C)C=2C=C1C=NN(C1=CC2)C)=O N-(4-amino-1,3-dihydro-furo[3,4-c]pyridin-7-yl)-2-((5R)-5-methyl-2-(1-methyl-1H-indazol-5-yl)piperidin-1-yl)-2-oxoacetamide